FC(C(=O)O)(F)F.NCCOCCOCCOC1=C(C=C(C=C1)B1OC(C(O1)(C)C)(C)C)C=1C=C2C(=NN=C(C2=CC1)N)C 6-[2-[2-[2-(2-AMINOETHOXY)ETHOXY]ETHOXY]-5-(4,4,5,5-TETRAMETHYL-1,3,2-DIOXABOROLAN-2-YL)PHENYL]-4-METHYLPHTHALAZIN-1-AMINE TRIFLUOROACETIC ACID SALT